[Na+].[Na+].[Na+].C(CCCCC)(=O)OC1=CC(=C2C=CC=3C(=CC(=C4C=CC1=C2C34)S(=O)(=O)[O-])S(=O)(=O)[O-])S(=O)(=O)[O-] 1-hexanoyloxy-pyrene-3,6,8-trisulfonic acid trisodium salt